(R)-4-((1-(3-amino-5-(trifluoromethyl)phenyl)ethyl)amino)-8-methyl-6-(1-methylpiperidine-4-yl)pyrido[2,3-d]pyrimidin-7(8H)-one NC=1C=C(C=C(C1)C(F)(F)F)[C@@H](C)NC=1C2=C(N=CN1)N(C(C(=C2)C2CCN(CC2)C)=O)C